[Fe+2].C(#N)C1=CC=C(C=C1)C#CC1=C(N)C=CC=C1 o-4-cyanophenylethynyl-aniline iron (ii)